tert-butyl 2-(4-bromo-3-methyl-phenyl)pyrrolidine-1-carboxylate BrC1=C(C=C(C=C1)C1N(CCC1)C(=O)OC(C)(C)C)C